7-((2S,5R)-2,5-dimethyl-4-(1-(quinoxalin-6-yl)ethyl)piperazin-1-yl)-4-methyl-2-(prop-2-yn-1-yl)-2,4-dihydro-5H-pyrazolo[4,3-b]pyridin-5-one C[C@@H]1N(C[C@H](N(C1)C(C)C=1C=C2N=CC=NC2=CC1)C)C=1C=2C(N(C(C1)=O)C)=CN(N2)CC#C